[NH4+].[Bi+3] bismuth ammonium salt